FC=1C=C(C=C(C1)F)C1CC=NN1C(=O)C12CC(C1)(C2)CN2N=CC(=C2)C2=NC=CC=C2 (5-(3,5-difluorophenyl)-4,5-dihydro-1H-pyrazol-1-yl)(3-((4-(pyridin-2-yl)-1H-pyrazol-1-yl)methyl)-bicyclo[1.1.1]pentan-1-yl)methanone